COC=1C=C(C=CC1OC)C=1NC2=CC=C(C=C2C1CC)C(=O)N1CCN(CC1)C(=O)OC(C)(C)C tert-Butyl 4-(2-(3,4-dimethoxyphenyl)-3-ethyl-1H-indole-5-carbonyl)piperazine-1-carboxylate